2-(2-(2-aminoethoxy)ethoxy)ethylacetamide NCCOCCOCCCC(=O)N